N-(2-methoxyethyl)azetidin-3-amine COCCNC1CNC1